CC(C)(C1=CC=C(C=C1)OC2=CC=CC=C2N)C3=CC=C(C=C3)OC4=CC=CC=C4N 2,2-bis[4-(aminophenoxy)phenyl]propane